O=C1NC(CCC1N1C(C2=CC=C(C(=C2C1=O)F)CN1CCN(CC1)CCNC(=O)C1=CC2=C(O1)C(C1=CC=CC=C1C2=O)=O)=O)=O N-(2-(4-((2-(2,6-dioxopiperidin-3-yl)-4-fluoro-1,3-dioxoisoindoline-5-yl)methyl)piperazin-1-yl)ethyl)-4,9-dioxo-4,9-dihydronaphtho[2,3-b]furan-2-carboxamide